C1(CC1)CN1CCN(CC1)C(=O)NCC(=O)N1C(CC(C1)F)C(NC(C1=NC=C(C=C1)C(C)C)C1=CC=CC=C1)=O 4-(cyclopropylmethyl)-N-{2-[4-fluoro-2-({phenyl[5-(propan-2-yl)pyridin-2-yl]methyl}carbamoyl)pyrrolidin-1-yl]-2-oxoethyl}piperazine-1-carboxamide